FC1=C(C=C(C=C1)F)[C@@H]1N(CCC1)C1=NC=2N(C=C1)N=CC2C(=O)NOC (R)-5-(2-(2,5-difluorophenyl)pyrrolidin-1-yl)-N-methoxypyrazolo[1,5-a]pyrimidine-3-carboxamide